ClC1=C(N=C2N1C(=C(C=C2)OC2=NC=C(C=C2OCC(F)(F)F)F)Cl)C(=O)NC2(CS(C2)(=O)=O)C 3,5-dichloro-6-[[5-fluoro-3-(2,2,2-trifluoroethoxy)-2-pyridyl]oxy]-N-(3-methyl-1,1-dioxo-thietan-3-yl)imidazo[1,2-a]pyridine-2-carboxamide